FC(C(=O)O)(F)F.NCCN=[S@@](=O)(C)C=1C=C(C=CC1)NC(C1=C(N=CC(=C1C)C=1C=NN(C1)C)N1CCC(CCC1)(F)F)=O (R)-N-(3-(N-(2-aminoethyl)-S-methylsulfonimidoyl)phenyl)-2-(4,4-difluoroazepan-1-yl)-4-methyl-5-(1-methyl-1H-pyrazol-4-yl)nicotinamide 2,2,2-trifluoroacetate